FC1=C(OC2=CC=C(C=C2)N2N=C3C(NCC[C@H]3N3CCN(CC3)S(=O)(=O)C3=C(C=CC=C3)[N+](=O)[O-])=C2C(=O)N)C=C(C=C1)F (7R)-2-[4-(2,5-difluorophenoxy)phenyl]-7-[4-(2-nitrobenzene-1-sulfonyl)piperazin-1-yl]-4,5,6,7-tetrahydro-2H-pyrazolo[4,3-b]pyridine-3-carboxamide